ClC=1C=C(OC2=CC=C(C=C2)NNC(=O)C=2C(=NN(C2)C)C(F)F)C=C(C1)Cl N'-(4-(3,5-dichlorophenoxy)phenyl)-3-(difluoromethyl)-1-methyl-1H-pyrazole-4-carbohydrazide